C(C)(C)(C)OC(=O)N1CCN(CC1)C(NC(C)C#C)=O 4-(3-butyn-2-ylcarbamoyl)piperazine-1-carboxylic acid tert-butyl ester